4,4-Difluoro-N-{4-[5-fluoro-7-(morpholin-4-yl)-3-(pyridin-2-yl)-1H-pyrrolo[3,2-b]pyridin-2-yl]pyridin-2-yl}-2-(4-fluorophenyl)butanamid FC(CC(C(=O)NC1=NC=CC(=C1)C1=C(C2=NC(=CC(=C2N1)N1CCOCC1)F)C1=NC=CC=C1)C1=CC=C(C=C1)F)F